α-amino-4-fluorobenzeneacetic acid NC(C(=O)O)C1=CC=C(C=C1)F